1-(5-fluoro-3-pyridyl)cyclopropane-carbonitrile FC=1C=C(C=NC1)C1(CC1)C#N